N-(2-(1-methyl-1H-pyrazol-3-yl)-4-(4-(trifluoromethyl)piperidin-1-yl)benzyl)acrylamide CN1N=C(C=C1)C1=C(CNC(C=C)=O)C=CC(=C1)N1CCC(CC1)C(F)(F)F